C1(CC1)N(C(OC(C)(C)C)=O)[C@@H]1CN(CC1)C=1N=NC(=CC1)C1=C(C=C(C=C1)C=1C=NN(C1)C1OCCCC1)OCOC tertbutyl N-cyclopropyl-N-[(3S)-1-{6-[2-(methoxymethoxy)-4-[1-(oxan-2-yl)pyrazol-4-yl]phenyl]pyridazin-3-yl}pyrrolidin-3-yl]carbamate